BrC=1C(=NC(=NC1Cl)Cl)C1=NC2=C(N1C1=CC=CC=C1)C=CC=C2 2-(5-bromo-2,6-dichloropyrimidin-4-yl)-1-phenylbenzimidazole